(S)-6-(4-chlorophenyl)-2-(1-methyl-1H-pyrazol-4-yl)-3-oxo-N-(1-(2-fluoropyridin-4-yl)ethyl)-2,3-dihydropyridazine-4-carboxamide ClC1=CC=C(C=C1)C=1C=C(C(N(N1)C=1C=NN(C1)C)=O)C(=O)N[C@@H](C)C1=CC(=NC=C1)F